O=C1NC(CCC1C1=NN(C2=CC(=CC=C12)OC1=CC=C(CN2CCC(CC2)C2CCN(CC2)C2=C3C(N(C(C3=CC=C2)=O)[C@H](CS(=O)(=O)C)C2=CC(=C(C=C2)OC)OCC)=O)C=C1)C)=O 4-(1'-(4-((3-(2,6-dioxopiperidin-3-yl)-1-methyl-1H-indazol-6-yl)oxy)benzyl)-[4,4'-bipiperidin]-1-yl)-2-((S)-1-(3-ethoxy-4-methoxyphenyl)-2-(methylsulfonyl)ethyl)-isoindoline-1,3-dione